C[C@@H]1N(C[C@H](NC1)C)C1=CC(N(C2=CC=C(C=C12)C#N)C)=O 4-((2S,5R)-2,5-dimethylpiperazin-1-yl)-1-methyl-2-oxo-1,2-dihydroquinoline-6-carbonitrile